C(C)(C)(C)OC(NC1=C(C(=C(C(=C1)Br)C(F)(F)F)C)F)=O (5-Bromo-2-fluoro-3-methyl-4-(trifluoromethyl)phenyl)carbamic acid tert-butyl ester